C(CCCCCCCCCCCCCCCCCCCCCCCCCCCCC(=O)N)(=O)N hexamethylenebis-lauramide